C(C)OC1=CC=C2C(=N1)C(=NN2)C(=O)N[C@@H]2C(N(C1=C(OC2)C=CC=C1)C)=O (S)-5-ethoxy-N-(5-methyl-4-oxo-2,3,4,5-tetrahydrobenzo[b][1,4]oxazepin-3-yl)-1H-pyrazolo[4,3-b]pyridine-3-carboxamide